FC1(CCC(CC1)NC=1N=C(C2=C(N1)NC=C2C=2C=NC=1N(C2)C=CN1)OC)F N-(4,4-Difluorocyclohexyl)-5-(imidazo[1,2-a]pyrimidin-6-yl)-4-methoxy-7H-pyrrolo[2,3-d]pyrimidin-2-amine